OC1=C(C=CC=C1)C=CC(=O)N1CCCCC1 1-(3-(2-hydroxyphenyl)-2-propenoyl)piperidine